2-benzyl-9-benzyloxy-1,3,4,4a,5,6,11,11a-octahydropyrido[4,3-b]carbazole C(C1=CC=CC=C1)N1CC2C(CC=3NC=4C=CC(=CC4C3C2)OCC2=CC=CC=C2)CC1